ClC=1C=CC(=C(C1)C1=C2C(=NC(=C1)C)C(=CS2)C(=O)OC)OCCN2C(=NC=1C(CC(CC1C2=O)N2CCC(CC2)OC(F)(F)F)(C)C)C methyl 7-(5-chloro-2-(2-(2,8,8-trimethyl-4-oxo-6-(4-(trifluoromethoxy)piperidin-1-yl)-5,6,7,8-tetrahydroquinazolin-3(4H)-yl)ethoxy)phenyl)-5-methylthieno[3,2-b]pyridine-3-carboxylate